3,4-Dihydrobenzo[f][1,4]oxazepine-5(2H)-one O1CCNC(C2=C1C=CC=C2)=O